2-(5-fluoro-2-methoxyphenyl)-3-oxo-2,3-dihydropyridazine-4-carboxylic acid FC=1C=CC(=C(C1)N1N=CC=C(C1=O)C(=O)O)OC